SCCS(=O)(=O)O 2-mercaptoethanesulfonic acid